CC(C(=O)OC)(C)NC(=O)C1NCCNC1 methyl 2-methyl-2-(piperazine-2-carboxamido)propanoate